3-[3-methyl-4-[3-(1-oxa-4,9-diazaspiro[5.5]undecan-4-yl)propyl]2-oxo-benzimidazol-1-yl]piperidine CN1C(N(C2=C1C(=CC=C2)CCCN2CCOC1(C2)CCNCC1)C1CNCCC1)=O